4-(3-(4-chloro-3-fluorophenyl)-1-(3-methoxycyclobutyl)-1H-pyrrolo[2,3-b]pyridine-6-carbonyl)-3,3-dimethylpiperazin ClC1=C(C=C(C=C1)C1=CN(C2=NC(=CC=C21)C(=O)N2C(CNCC2)(C)C)C2CC(C2)OC)F